decanoyl prolinate sodium salt [Na].N1[C@@H](CCC1)C(=O)OC(CCCCCCCCC)=O